C(#C)C=1C=CC(=NC1)C#N 5-ethynylpyridine-2-carbonitrile